O1CCN(CC1)C1=CC=CC2=C1C=CN2 4-morpholinobenzazole